2,4-bis{4-[(3-(4-methylpiperazin-1-yl)propyl)aminomethyl]phenyl}-7-methyl-7H-pyrrolo[2,3-d]pyrimidine oxalate C(C(=O)O)(=O)O.CN1CCN(CC1)CCCNCC1=CC=C(C=C1)C=1N=C(C2=C(N1)N(C=C2)C)C2=CC=C(C=C2)CNCCCN2CCN(CC2)C